CSC1=CC=C(C=C1)N 4-(methylthio)benzenamine